C(C)(=O)N(CCCCCNC(CCC(=O)N(O)CCCCCNC(CCC(=O)N(O)CCCCCN)=O)=O)O N'-[5-[acetyl(hydroxy)amino]-pentyl]-N-[5-[[4-[5-aminopentyl-(hydroxy)amino]-4-oxobutanoyl]amino]pentyl]-N-hydroxybutandiamide